N1CCC2=CC(=CC=C12)C(=O)N1CCCCC1 Indolin-5-yl-(piperidin-1-yl)methanone